IC1=CC=C(OC[C@@H]2OC(OC2)(C)C)C=C1 (S)-4-((4-iodophenoxy)methyl)-2,2-dimethyl-1,3-dioxolane